CN1C(C2=C(C(=C1)C=1C=C(C=CC1N1C(C=C(C=C1)OCCOC1CCNCC1)=O)NS(=O)(=O)CC)C=CN2)=O N-[3-(6-methyl-7-oxo-1H-pyrrolo[2,3-c]pyridin-4-yl)-4-[2-oxo-4-[2-(4-piperidyloxy)ethoxy]-1-pyridyl]phenyl]ethanesulfonamide